2-chloro-4-(4-(dibenzo[b,d]thiophen-4-yl)phenyl)-6-phenyl-1,3,5-triazine ClC1=NC(=NC(=N1)C1=CC=C(C=C1)C1=CC=CC2=C1SC1=C2C=CC=C1)C1=CC=CC=C1